4-octyl-2-(3-octyl-thiophene-2-yl)thiazole C(CCCCCCC)C=1N=C(SC1)C=1SC=CC1CCCCCCCC